BrC=1N=C(N2C1C(=NC=C2)Cl)[C@H]2CN1[C@@H](CO2)CCC1=O (3R,8aR)-3-(1-bromo-8-chloroimidazo[1,5-a]pyrazin-3-yl)tetrahydro-1H-pyrrolo[2,1-c][1,4]oxazin-6(7H)-one